COC1=CC=2N=CN=C(C2N=C1NC(=O)C12CC(C1)C2)C=2C(=NN(C2)C)C2=NC=CC=C2 N-(7-methoxy-4-(1-methyl-3-(pyridin-2-yl)-1H-pyrazol-4-yl)pyrido[3,2-d]pyrimidin-6-yl)bicyclo[1.1.1]pentane-1-carboxamide